COC(C(=C(C)N)SC#N)=O 3-amino-2-thiocyanobutenoic acid methyl ester